BrC=1C=C2C(OCC=3C=C(N=CC3C3=CC(=C(C(NS(C(C1OC)=C2)(=O)=O)=C3)OC)C)OC)=O 13-Bromo-5,14,19-trimethoxy-20-methyl-16,16-dioxo-9-oxa-16λ6-thia-4,17-diazatetracyclo[16.3.1.111,15.02,7]tricosa-1(21),2(7),3,5,11,13,15(23),18(22),19-nonaen-10-one